C(C)OC(=O)C1=CNC2=CC=C(C=C2C1=O)NC[C@H](C)N (S)-6-((2-aminopropyl)amino)-4-oxo-1,4-dihydroquinoline-3-carboxylic acid ethyl ester